[Si](C)(C)(C(C)(C)C)OCC=1C=CC2=C(N=C(O2)N(C)C2=NC3=C(N2C)C=CC(=C3)F)C1 5-{[(tert-butyldimethylsilyl)oxy]methyl}-N-(5-fluoro-1-methyl-1H-1,3-benzodiazol-2-yl)-N-methyl-1,3-benzoxazol-2-amine